carboxymethyl-D-glucopyranose C(=O)(O)CC1(O)[C@H](O)[C@@H](O)[C@H](O)[C@H](O1)CO